ClC=1C=C(C=CC1)C#C\C=C/1\C(CN(CC1)S(=O)(=O)C1=CC=CC=2N(N=NC21)C)(C)C 4-({(4E)-4-[3-(3-chlorophenyl)prop-2-yn-1-ylidene]-3,3-dimethylpiperidin-1-yl}sulfonyl)-1-methyl-1H-benzotriazole